4-methyl-7-(4,4,5,5-tetramethyl-1,3,2-dioxaborolan-2-yl)-3,4-dihydro-2H-benzo[b][1,4]oxazine CN1C2=C(OCC1)C=C(C=C2)B2OC(C(O2)(C)C)(C)C